2-Chloro-6-morpholino-N-(4-nitrophenethyl)chinolin-4-amin 2,2,2-trifluoroacetat FC(C(=O)O)(F)F.ClC1=NC2=CC=C(C=C2C(=C1)NCCC1=CC=C(C=C1)[N+](=O)[O-])N1CCOCC1